(R)-5-(difluoromethoxy)-2-(4-((5,5-dimethyltetrahydrofuran-3-yl)amino)pyrido[3,4-d]pyridazin-1-yl)phenol FC(OC=1C=CC(=C(C1)O)C1=C2C(=C(N=N1)N[C@H]1COC(C1)(C)C)C=NC=C2)F